4-chloro-4'-((4-oxocyclohexyl)methylsulfonyl)-(1,1'-biphenyl)-2-carbonitrile ClC=1C=C(C(=CC1)C1=CC=C(C=C1)S(=O)(=O)CC1CCC(CC1)=O)C#N